OC[C@@H](CCCC)NC(N(CC=1SC=CC1)CC=1SC=CC1)=O 3-[(2R)-1-hydroxyhex-2-yl]-1,1-bis(2-thienylmethyl)urea